CN1C(N(C2=C1C(=CC(=C2)C=2C=CC=C1C=C(N=CC21)C=2C=CC(=NC2)C(=O)[O-])C(=C)C)C)=O.[Li+] Lithium 5-(8-(1,3-dimethyl-2-oxo-7-(prop-1-en-2-yl)-2,3-dihydro-1H-benzo[d]imidazol-5-yl)isoquinolin-3-yl)picolinate